2-(2-chloro-5-fluoro-phenyl)acetic acid ClC1=C(C=C(C=C1)F)CC(=O)O